2-(bromomethyl)-5-methyl-1,3,4-oxadiazole BrCC=1OC(=NN1)C